(S)-N-(1-(3-(2-(cyclopropylmethoxy)pyridin-4-yl)-1,2,4-oxadiazol-5-yl)ethyl)-1-methyl-3-(trifluoromethyl)-1H-pyrazole-5-carboxamide C1(CC1)COC1=NC=CC(=C1)C1=NOC(=N1)[C@H](C)NC(=O)C1=CC(=NN1C)C(F)(F)F